FC(C(=O)NC1CN(C1)C1=CC(=CC2=CC=CC=C12)C1=CC=C(C=C1)C(F)(F)F)=C 2-fluoro-N-(1-(3-(4-(trifluoromethyl)phenyl)naphthalen-1-yl)azetidin-3-yl)acrylamide